N-[4-(4-{3-[(3-fluoro-2-methoxyphenyl)amino]-4-oxo-1H,5H,6H,7H-pyrrolo[3,2-c]pyridin-2-yl}pyridin-3-yl)-2-methylbut-3-yn-2-yl]but-2-ynamide FC=1C(=C(C=CC1)NC1=C(NC2=C1C(NCC2)=O)C2=C(C=NC=C2)C#CC(C)(C)NC(C#CC)=O)OC